ClC1=C(C=C(OCC(=O)N[C@@H]2[C@H]3C[C@@H]([C@@H](C2)O3)C=3OC(=NN3)[C@@H]3C[C@@H](C3)OC(F)(F)F)C=C1)F |&1:10,11,13,14| 2-(4-chloro-3-fluorophenoxy)-N-[rac-(1R,2S,4R,5S)-5-{5-[cis-3-(trifluoromethoxy)cyclobutyl]-1,3,4-oxadiazol-2-yl}-7-oxabicyclo[2.2.1]heptan-2-yl]acetamide